NCCC1=CC=C(S1)N1C(CN(CC1)C(C=CCN(C)C)=O)=O 1-(5-(2-aminoethyl)thiophen-2-yl)-4-(4-(dimethylamino)but-2-enoyl)piperazin-2-one